7-hydroxy-3,4-dihydroisoquinolin-1(2H)-one OC1=CC=C2CCNC(C2=C1)=O